O=C1N[C@H]2[C@@H](N1)CS[C@H]2CCCCC(=O)NCCCNC(=O)C2=CC=C(O2)C#CCNC(OC(C)(C)C)=O tert-butyl (3-(5-((3-(5-((3aS,4S,6aR)-2-oxohexahydro-1H-thieno[3,4-d]imidazol-4-yl)pentanamido)propyl)carbamoyl)furan-2-yl)prop-2-yn-1-yl)carbamate